(1S,3aS,6aR)-N-((S)-1-cyano-2-((R)-2-oxopyrrolidin-3-yl)ethyl)-4,4-difluoro-2-(9-hydroxy-9H-fluorene-9-carbonyl)octahydrocyclopenta[c]pyrrole-1-carboxamide C(#N)[C@H](C[C@@H]1C(NCC1)=O)NC(=O)[C@H]1N(C[C@@H]2[C@H]1CCC2(F)F)C(=O)C2(C1=CC=CC=C1C=1C=CC=CC21)O